Dimethyl-siliran C[Si]1(CC1)C